N(=[N+]=[N-])CC1=NNC2=CC(=CC=C12)C#N 3-(azidomethyl)-1H-indazole-6-carbonitrile